N-[(1R,4r)-4-{2-[(R)-2-(5-fluoro-3-pyridyl)-2-hydroxyethylamino]-2-methylpropyl}cyclohexyl]-N-methylacetamide FC=1C=C(C=NC1)[C@H](CNC(CC1CCC(CC1)N(C(C)=O)C)(C)C)O